ClC1=C(C=CC(=C1)Cl)NC1=NC(=CC(=N1)OCC1=C(C=CC=C1)C(C(=O)O)=COC)C(F)(F)F.C1(=CC=CC=C1)C1=C2C=C(N=CC2=C(N=C1)C=C)C1(CC1)C(=O)N (5-phenyl-8-vinyl-2,7-naphthyridin-3-yl)cyclopropanecarboxamide 2-[[[2-[(2,4-dichlorophenyl)amino]-6-(trifluoromethyl)-4-pyrimidinyl]oxy]methyl]-α-(methoxymethylene)benzeneacetate